(S)-3-hydroxy-2-((R)-4-((3R,5R,8R,9S,10S,13R,14S,17R)-3-hydroxy-10,13-dimethyl-hexadecahydro-1H-cyclopenta[a]phenanthren-17-yl)pentanamido)propanoic acid OC[C@@H](C(=O)O)NC(CC[C@@H](C)[C@H]1CC[C@H]2[C@@H]3CC[C@@H]4C[C@@H](CC[C@@]4([C@H]3CC[C@]12C)C)O)=O